ClC1=CC=2N(C=C1)N=C(C2C2=CC=C(C=C2)F)NC(CC(C)(C)C)=O N-(5-chloro-3-(4-fluorophenyl)pyrazolo[1,5-a]pyridin-2-yl)-3,3-dimethylbutanamide